BrC=1C=CC(=C(NC)C1)[N+](=O)[O-] 5-Bromo-N-methyl-2-nitro-aniline